C(#N)C1=C(C=CC=C1)C(C(C)C=1N(C(C(=C(N1)C(=O)NC=1C=NOC1)OC)=O)C)C=1N=CN(C1)C 2-[1-(2-cyanophenyl)-1-(1-methylimidazol-4-yl)propan-2-yl]-5-methoxy-1-methyl-N-(1,2-oxazol-4-yl)-6-oxopyrimidine-4-carboxamide